(R)-3,3'-di-9-phenanthryl-1,1'-binaphtholphosphonic acid chloride C1=CC=CC=2C3=CC=CC=C3C(=CC12)C1([C@@H](C(=C2C=CC=CC2=C1)C1=CC(=CC2=CC=CC=C12)C=1C2=CC=CC=C2C=2C=CC=CC2C1)O)P(=O)(Cl)Cl